FC(S(=O)C=1N=C2N(N1)C(CC2F)C2=CC=CC=C2)F 2-(difluoromethylsulfinyl)-7-fluoro-5-phenyl-6,7-dihydro-5H-pyrrolo[1,2-b][1,2,4]triazole